CC(=O)CCC1=CC=C(C=C1)O 4-(p-Hydroxyphenyl)-2-butanone